C(C)OC(NC1=CC=C2C=NN(C2=C1)C)=O (1-methyl-1H-indazol-6-yl)carbamic acid ethyl ester